methyl-6'-(N-p-tolyl-N-ethylamino)spiro[isobenzofuran-1(3H),9'-[9H]xanthen]-3-one CC1=CC=CC=2OC3=CC(=CC=C3C3(C12)OC(C1=CC=CC=C13)=O)N(CC)C1=CC=C(C=C1)C